3-(3-thienyl)-pyridine S1C=C(C=C1)C=1C=NC=CC1